(E)-3-(4-(((1-(6-Cyano-5'-(2-fluoro-5-hydroxy-4-methoxyphenyl)-3'-methoxy-[3,4'-bipyridin]-2'-yl)piperidin-4-yl)amino)methyl)phenyl)-N-hydroxyacrylamide formate C(=O)O.C(#N)C1=CC=C(C=N1)C1=C(C(=NC=C1C1=C(C=C(C(=C1)O)OC)F)N1CCC(CC1)NCC1=CC=C(C=C1)/C=C/C(=O)NO)OC